C(=C)N1C(OCC1(C)C)=O N-vinyl-4,4-dimethyl-oxazolidinone